NC(CP(O)(O)=O)C1=CSC=C1 [2-amino-2-(thiophen-3-yl)ethyl]phosphonic acid